(E)-4-fluoro-2-(6-(methyl(2,2,6,6-tetramethylpiperidin-4-yl)amino)pyridazin-3-yl)-5-(2-(methylsulfonyl)vinyl)phenol FC1=CC(=C(C=C1\C=C\S(=O)(=O)C)O)C=1N=NC(=CC1)N(C1CC(NC(C1)(C)C)(C)C)C